C1=CC=C2C(=C1)C=CC(=C2C3=C(C=CC4=CC=CC=C43)N)N (R)-1,1'-binaphthyl-2,2'-diamine